3-chloro-6-methyl-dibenzo[c,f][1,2]thiazepine-11(6H)-one-5,5-dioxide ClC1=CC2=C(C(C3=C(N(S2(=O)=O)C)C=CC=C3)=O)C=C1